BrC1=CC(=C(O1)C(=O)NC)C 5-Bromo-N,3-dimethylfuran-2-carboxamide